6-(5-CHLORO-4-FLUORO-2-METHOXYPHENYL)-N-[(2,4-DIMETHOXYPHENYL)METHYL]-4-METHYLPHTHALAZIN-1-AMINE ClC=1C(=CC(=C(C1)C=1C=C2C(=NN=C(C2=CC1)NCC1=C(C=C(C=C1)OC)OC)C)OC)F